2-(3-amino-1-bicyclo[1.1.1]pentanyl)-1,3-benzothiazole-6-carbonitrile NC12CC(C1)(C2)C=2SC1=C(N2)C=CC(=C1)C#N